[N]=O nitrogen monoxide